ClC1=C(C(=CC=C1Cl)O)[C@@H]1CN2C(C(C[C@@H]2C1)O)=O (6R-7aS)-6-(2,3-dichloro-6-hydroxyphenyl)-2-hydroxy-hexahydropyrrolizin-3-one